(R,Z)-1-(4-(5-((1-(3-(difluoromethyl)-2-fluorophenyl)ethyl)imino)-5,7,8,9-tetrahydropyrido[4,3-e]pyrrolo[1,2-a]pyrimidin-3-yl)-4-fluoropiperidin-1-yl)ethan-1-one FC(C=1C(=C(C=CC1)[C@@H](C)\N=C\1/N=C2N(C3=C1C=C(N=C3)C3(CCN(CC3)C(C)=O)F)CCC2)F)F